CC1=CC=NN1C[C@H]1N(C[C@@H](C1)NC(=O)C=1OC(=CN1)C1=CC(=CC=C1)OC(F)(F)F)C(=O)OC(C)(C)C tert-butyl (2S,4R)-2-((5-methyl-1H-pyrazol-1-yl)methyl)-4-(5-(3-(trifluoromethoxy)phenyl)oxazole-2-carboxamido)-pyrrolidine-1-carboxylate